C(C)(C)(C)OC(=O)N[C@H]([C@H](C#N)NC1=C(C(=O)OC)C=C(C=C1)C1=CC=C2C=CNC2=C1)CC1=CNC2=CC=CC=C12 |&1:9| Methyl 2-(((1RS,2S)-2-((tert-butoxycarbonyl)amino)-1-cyano-3-(1H-indol-3-yl)propyl)amino)-5-(1H-indol-6-yl)benzoate